C1(=CC=CC=C1)C1=NC(=NC(=C1)C1=CC=CC=C1)C=1C=C(C=C(C1)N1C2=CC=CC=C2C=2C=C(C=CC12)N1C2=C(C3=CC=CC=C13)C=CN=C2)N2C1=CC=CC=C1C=1C=C(C=CC21)N2C1=C(C3=CC=CC=C23)C=CN=C1 9,9'-((5-(4,6-diphenylpyrimidin-2-yl)-1,3-phenylene)bis(9H-carbazole-9,3-diyl))bis(9H-pyrido[3,4-b]indole)